[(4,7,7-trimethyl-3-oxobicyclo[2.2.1]-hept-2-ylidene)methyl]anilinium sulphate S(=O)(=O)([O-])[O-].CC12C(C(C(CC1)C2(C)C)=C[NH2+]C2=CC=CC=C2)=O.CC21C(C(C(CC2)C1(C)C)=C[NH2+]C1=CC=CC=C1)=O